bis-n-decyl-dithio-propionic acid C(CCCCCCCCC)C(C(=S)S)(C)CCCCCCCCCC